C(#N)C1=CC(=C(C=C1OC)NC(=O)N[C@@H](C)C=1N(N=CN1)C1=NC=CC=N1)F 1-(4-cyano-2-fluoro-5-methoxy-phenyl)-3-[(1S)-1-(2-pyrimidin-2-yl-1,2,4-triazol-3-yl)ethyl]urea